isobutyric acid (3S,6S,7R,8R)-8-benzyl-3-[3-[(isobutyroyloxy) methoxy]-4-methoxypyridinamido]-6-methyl-4,9-dioxo-1,5-dioxononan-7-yl ester C(C1=CC=CC=C1)[C@H]([C@H]([C@@H](C(C([C@H](CC=O)NC(=O)C1=NC=CC(=C1OCOC(C(C)C)=O)OC)=O)=O)C)OC(C(C)C)=O)C=O